N-(2-morpholino-5-(pyrrolidin-3-ylamino)oxazolo[4,5-b]pyridin-6-yl)oxazole-4-carboxamide O1CCN(CC1)C=1OC=2C(=NC(=C(C2)NC(=O)C=2N=COC2)NC2CNCC2)N1